FC1(C(C(F)(F)F)(O1)F)F epoxyperfluoropropane